OCCCCCCC=1N=C(N(C1)C1=CC=CC=C1)C1=C(C(=O)N)C=CC=C1C=1C=C2C=NN(C2=CC1)C (4-(6-hydroxyhexyl)-1-phenyl-1H-imidazol-2-yl)-3-(1-methyl-1H-indazol-5-yl)benzamide